Cl.C1N(CC12NCCC2)C2=CC=C(C=N2)C=2C=1N(C=C(C2)OCC)N=C2C1C=NN2 4-(6-(2,5-diazaspiro[3.4]octan-2-yl)pyridin-3-yl)-6-ethoxy-1H-pyrazolo[3',4':3,4]Pyrazolo[1,5-a]pyridine hydrochloride